O1CC[C@H](C2=CC=CC=C12)NC(=O)[C@@H]1[C@H](C1)CN1C(NC(CC1=O)(CC)CC)=[NH2+] [1-[[(1S,2S)-2-[[(4R)-chroman-4-yl]carbamoyl]cyclopropyl]methyl]-4,4-diethyl-6-oxo-hexahydropyrimidin-2-ylidene]ammonium